N[C@@]1(CN(CC1)C1=C(C=NC=C1C1=CC(=CC(=C1)F)F)C(=O)NC(C)CC(F)(F)F)C 4-[(3S)-3-amino-3-methylpyrrolidin-1-yl]-5-(3,5-difluorophenyl)-N-(4,4,4-trifluorobutan-2-yl)pyridine-3-carboxamide